CC(C1=CC=C(C=C1)C(C)CCC)O α-methyl-p-sec-pentyl-benzyl alcohol